2-(3-oxabicyclo[3.1.0]hexan-6-yl)-7-methoxy-N-(6-methoxypyridin-2-yl)imidazo[1,2-a]pyridine-6-carboxamide C12COCC2C1C=1N=C2N(C=C(C(=C2)OC)C(=O)NC2=NC(=CC=C2)OC)C1